(S)-4-(1-acetyl-4-acryloylpiperazin-2-yl)-6-chloro-6'-cyclopropyl-N-methyl-[2,4'-bipyridine]-2'-carboxamide C(C)(=O)N1[C@H](CN(CC1)C(C=C)=O)C1=CC(=NC(=C1)Cl)C1=CC(=NC(=C1)C1CC1)C(=O)NC